1-isopropyl-2,4-dioxo-3-(pyridin-2-yl)-1,2,3,4-tetrahydropyrimidine-5-carboxylate C(C)(C)N1C(N(C(C(=C1)C(=O)[O-])=O)C1=NC=CC=C1)=O